3-(7-bromo-5-(((1-(4-((3S,4R)-7-hydroxy-3-phenylchroman-4-yl)phenyl)piperidine-4-yl)(methyl)amino)methyl)-1-oxoisoindolin-2-yl)piperidine-2,6-dione BrC=1C=C(C=C2CN(C(C12)=O)C1C(NC(CC1)=O)=O)CN(C)C1CCN(CC1)C1=CC=C(C=C1)[C@H]1[C@H](COC2=CC(=CC=C12)O)C1=CC=CC=C1